3-(Trans-4-(2-(4-(benzo[b]thiophen-4-yl)piperazin-1-yl)ethyl)cyclohexyl)-1-(fluoromethyl)-1-methylurea S1C2=C(C=C1)C(=CC=C2)N2CCN(CC2)CC[C@@H]2CC[C@H](CC2)NC(N(C)CF)=O